((6-(difluoromethoxy)-2-(2-methyl-[1,1'-biphenyl]-3-yl)benzo[d]oxazol-5-yl)methyl)-L-alanine FC(OC1=CC2=C(N=C(O2)C=2C(=C(C=CC2)C2=CC=CC=C2)C)C=C1CN[C@@H](C)C(=O)O)F